(6-(4-((S)-1-(2,3-dihydrobenzofuran-6-yl)ethyl)piperazin-1-yl)pyridin-3-yl)(methyl)(methylimino)-λ6-sulfanone O1CCC2=C1C=C(C=C2)[C@H](C)N2CCN(CC2)C2=CC=C(C=N2)S(=O)(=NC)C